BrC1=C(C=CC=C1N1C2=CC=CC=C2C=2C=CC=CC12)N1C2=CC3=C(C=C2C2=CC=C4C(=C12)C=CC=C4)C=CC=C3 13-(2-bromo-3-(9H-carbazol-9-yl)phenyl)-13H-dibenzo[a,h]carbazole